[4-(6-Amino-pyridazin-3-yl)-piperidin-1-yl]-{4-[6-((R)-1-cyclopropyl-ethoxy)-pyridin-3-yl]-3-methoxy-phenyl}-methanone NC1=CC=C(N=N1)C1CCN(CC1)C(=O)C1=CC(=C(C=C1)C=1C=NC(=CC1)O[C@H](C)C1CC1)OC